C(C=C)OCCCCC1=CC=C2CCCNC2=N1 7-(4-(Allyloxy)butyl)-1,2,3,4-tetrahydro-1,8-naphthyridine